COC1=C(CCN)C=C(C(=C1)CC(C)C)OC 2,5-Dimethoxy-4-isobutylphenethylamine